Perfluorostearic acid FC(C(=O)O)(C(C(C(C(C(C(C(C(C(C(C(C(C(C(C(C(F)(F)F)(F)F)(F)F)(F)F)(F)F)(F)F)(F)F)(F)F)(F)F)(F)F)(F)F)(F)F)(F)F)(F)F)(F)F)(F)F)F